C[Si](=[Hf](C1C(=CC2=C(C=CC(=C12)CC)CC)C)C1C(=CC2=C(C=CC(=C12)CC)CC)C)C dimethylsilylene-bis(2-methyl-4,7-diethylinden-1-yl)hafnium